C(#C)C=1C=NC2=C(C=C(C=C2C1)OC(C(=O)NCCC)SC)C 2-[(3-ethynyl-8-methyl-6-quinolinyl)oxy]-2-methylsulfanyl-N-propyl-acetamide